((2R,3S,SR)-5-(6-amino-2-fluoro-9H-purin-9-yl)-2-ethynyl-3-hydroxytetrahydrofuran-2-yl)methyl ((5-methyl-2-oxo-1,3-dioxol-4-yl)methyl) carbonate C(OC[C@]1(O[C@@H](C[C@@H]1O)N1C2=NC(=NC(=C2N=C1)N)F)C#C)(OCC=1OC(OC1C)=O)=O |&1:5|